FC=C1[C@@H](O[C@@H]([C@H]1O)CO)N1C(=O)N=C(N)C=C1 2'-deoxy-2'-fluoromethylidenecytidine